FC=1C(=CC(=NC1)C1=C(C=NN1C)I)OC1CN(C1)C(=O)OC(C)(C)C tert-butyl 3-((5-fluoro-2-(4-iodo-1-methyl-1H-pyrazol-5-yl)pyridin-4-yl)oxy)azetidine-1-carboxylate